methyl 2,2-dimethyl-5-oxocyclopentane-1-carboxylate CC1(C(C(CC1)=O)C(=O)OC)C